((S)-1-(5-(((S)-1-cyclopropylethyl)carbamoyl)-2-methoxypyridin-4-yl)-3-methylpyrrolidin-3-yl)carbamic acid tert-butyl ester C(C)(C)(C)OC(N[C@@]1(CN(CC1)C1=CC(=NC=C1C(N[C@@H](C)C1CC1)=O)OC)C)=O